1-[3-cyclopropyl-5-(2,2-dimethylmorpholin-4-yl)-2-fluorophenyl]-3-[(1-ethyl-1H-pyrazol-4-yl)methyl]pyridin-2(1H)-one C1(CC1)C=1C(=C(C=C(C1)N1CC(OCC1)(C)C)N1C(C(=CC=C1)CC=1C=NN(C1)CC)=O)F